FC=1C=C2C(=CNC2=CC1F)NC(C1=C(C(=C(C=C1)F)OCC)F)=O N-(5,6-difluoro-1H-indol-3-yl)-3-ethoxy-2,4-difluorobenzamide